(2S,3S)-2-[(2S)-2-amino-5-[(4-methyl-1,3-thiazol-2-yl)amino]pentanamido]-N,3-dimethylpentanamide dihydrochloride Cl.Cl.N[C@H](C(=O)N[C@H](C(=O)NC)[C@H](CC)C)CCCNC=1SC=C(N1)C